N,N'-dimethylolurea C(O)NC(=O)NCO